COC=1C=C(C=C(C1)OC)/C=C/C(=O)OCCC1=CC=CC=C1 (E)-phenethyl 3-(3,5-dimethoxyphenyl)acrylate